COC1OCCO1 2-methoxy-[1,3]-dioxolane